diethyl-phosphonoacetic acid ethyl Ester C(C)OC(C(P(=O)(O)O)(CC)CC)=O